methyl 5-(((3S,4R,5R,6R)-3,4,5-tris(methoxymethoxy)-6-((methoxymethoxy) methyl) tetrahydro-2H-pyran-2-yl) methyl)-1,2,3,4-tetrahydroisoquinoline-8-carboxylate COCO[C@H]1C(O[C@@H]([C@H]([C@@H]1OCOC)OCOC)COCOC)CC1=C2CCNCC2=C(C=C1)C(=O)OC